BrC=1C=C2C(=NC1)NN=C2 5-bromo-1H-pyrazolo[3,4-b]pyridin